C(C=C)N(N)C1=CC=CC=C1 1-allyl-1-phenylhydrazine